O[C@@]1([C@@H](COC1)OC1=NN(C=C1NC=1N=CC2=C(N1)N(C=C2)[C@H](COC)C)C([2H])([2H])[2H])C 2-((3-((cis-4-hydroxy-4-methyltetrahydrofuran-3-yl)oxy)-1-(methyl-d3)-1H-pyrazol-4-yl)amino)-7-((S)-1-methoxypropan-2-yl)-7H-pyrrolo[2,3-d]pyrimidine